5-((3-methoxypropoxy)methyl)-7-nitro-2-phenyl-1H-indole COCCCOCC=1C=C2C=C(NC2=C(C1)[N+](=O)[O-])C1=CC=CC=C1